CC1=C(C=2N(C=C1C1=CC3=C(N(C(N3)=O)[C@H]3CNCCC3)C=C1C(C)C)N=CN2)C (R)-5-(7,8-dimethyl-[1,2,4]triazolo[1,5-a]pyridin-6-yl)-6-isopropyl-1-(piperidin-3-yl)-1,3-dihydro-2H-benzo[d]imidazol-2-one